FC1=CC=C(C=C1)C(N1CCN(CC1)S(=O)(=O)C1=C2C=CN=CC2=CC=C1)C1=CC=C(C=C1)F 5-({4-[bis(4-fluorophenyl)methyl]piperazin-1-yl}sulfonyl)isoquinoline